5-chloro-8-((4-fluoro-1-((1R,2R)-2-fluorocyclopropyl)-1H-indazol-6-yl)sulfonyl)-3-hydroxyquinazoline-2,4(1H,3H)-dione ClC1=C2C(N(C(NC2=C(C=C1)S(=O)(=O)C1=CC(=C2C=NN(C2=C1)[C@H]1[C@@H](C1)F)F)=O)O)=O